C(CCCCCCCCCCCCCCCCC)NC(=O)CC1=CC(=CC=C1)CC(=O)NCCCCCCCCCCCCCCCCCC distearyl-m-xylylenedicarboxamide